(2R,3S)-3-((6-fluoro-2-(2-methoxy-7-methylquinoxalin-5-yl)thiazolo[5,4-b]pyridin-5-yl)oxy)butan-2-yl (2-(((S)-1-hydroxypropan-2-yl)oxy)pyrimidin-5-yl)carbamate OC[C@H](C)OC1=NC=C(C=N1)NC(O[C@H](C)[C@H](C)OC1=C(C=C2C(=N1)SC(=N2)C2=C1N=CC(=NC1=CC(=C2)C)OC)F)=O